N1-(2-(3-propylazetidin-1-yl)pyrimidin-5-yl)cyclohexane-1,4-diamine C(CC)C1CN(C1)C1=NC=C(C=N1)NC1CCC(CC1)N